5-bromo-N-(5-hydroxy-3,4,6-trimethylpyridin-2-yl)benzofuran-2-carboxamide 4-vinyl-2,3-dihydro-1H-isoindole-2-carboxylate C(=C)C1=C2CN(CC2=CC=C1)C(=O)O.BrC=1C=CC2=C(C=C(O2)C(=O)NC2=NC(=C(C(=C2C)C)O)C)C1